C(CCCCCCCCCCCCCCC=CCCC)(=O)O eicosa-16-enoic acid